C(#N)C1=CC=C(C=C1)C1=CN=CC2=C1SCCN2C(=O)C=2C=C(C#N)C=CC2 3-(8-(4-cyanophenyl)-3,4-dihydro-2H-pyrido[4,3-b][1,4]thiazine-4-carbonyl)benzonitrile